CN(CCCN(CCCCN(CCC(N(CCCCCCCCCCCCCC)CCCCCCCCCCCCCC)(CCCCCCCCCCCCCC)CCCCCCCCCCCCCC)C)C)C tetramethyltetramyristyl-spermine